C(C)(C)(C)OC(=O)N1C(CC=CC1)C=1C=NC(=C(C1)F)OC (5-fluoro-6-methoxypyridin-3-yl)-1,2,3,6-tetrahydropyridine-1-carboxylic acid tert-butyl ester